N-((1s,3s)-3-((5-(imidazo[1,2-a]pyrimidin-6-yl)-7H-pyrrolo[2,3-d]pyrimidin-2-yl)amino)-1-methylcyclobutyl)propionamide N=1C=CN2C1N=CC(=C2)C2=CNC=1N=C(N=CC12)NC1CC(C1)(C)NC(CC)=O